1-(4-(1,1,1,3,3,3-hexafluoro-2-hydroxypropan-2-yl)phenyl)-2-oxo-1,2-dihydropyridine-4-carbaldehyde FC(C(C(F)(F)F)(O)C1=CC=C(C=C1)N1C(C=C(C=C1)C=O)=O)(F)F